allylnickel trifluoroacetate FC(C(=O)[O-])(F)F.C(C=C)[Ni+]